2,4-Difluoro-5-(5-isopropyl-6-[1,3,4]oxadiazol-2-yl-pyrrolo[2,1-f][1,2,4]triazin-4-ylamino)-N-methoxy-benzamide FC1=C(C(=O)NOC)C=C(C(=C1)F)NC1=NC=NN2C1=C(C(=C2)C=2OC=NN2)C(C)C